ClCC(CCOS(=O)(=O)C)OC(C)(C)C methanesulfonic acid 4-chloro-3-tert-butyloxy-butyl ester